tert-butyl (3S,4R)-4-[7-(2,8-dimethylimidazo[1,2-b]pyridazin-6-yl)-5-oxo-thiazolo[3,2-a]pyrimidin-2-yl]-3-fluoro-piperidine-1-carboxylate CC=1N=C2N(N=C(C=C2C)C=2N=C3N(C(C2)=O)C=C(S3)[C@H]3[C@@H](CN(CC3)C(=O)OC(C)(C)C)F)C1